3-(2-bromopyridin-4-yl)-2-hydroxypropanoic acid BrC1=NC=CC(=C1)CC(C(=O)O)O